BrC1=CC=2C=3N(C(N(C(C3C=NC2N1COCC[Si](C)(C)C)=O)C1=C(C=CC=C1Cl)Cl)=O)C 4-bromo-11-(2,6-dichlorophenyl)-13-methyl-5-(2-trimethylsilylethoxymethyl)-5,7,11,13-tetrazatricyclo[7.4.0.02,6]trideca-1(9),2(6),3,7-tetraene-10,12-dione